C(=CC=CCCCCCCC)P(O)(=O)O undecadienephosphonic acid